BrC=1SC2=C(C(NCCC2)=O)N1 2-bromo-5,6,7,8-tetrahydro-4H-thiazolo[4,5-c]azepin-4-one